(S)-tert-butyl ((7-(1,1-dioxido-4-oxo-1,2,5-thiadiazolidin-2-yl)-8-fluoro-6-hydroxy-1,2,3,4-tetrahydronaphthalen-2-yl)methyl)carbamate O=S1(N(CC(N1)=O)C1=C(C=C2CC[C@@H](CC2=C1F)CNC(OC(C)(C)C)=O)O)=O